CC1(CO1)C 1,2-Epoxy-2-methylpropane